N-(2,3-dihydro-1H-inden-5-yl)cyclobutane-1-carboxamide C1CCC2=CC(=CC=C12)NC(=O)C1CCC1